6-Chloro-N-cyclopropyl-3-[(1R)-1-(3,6-dimethyl-4-oxo-2-pyrimidin-5-yl-chromen-8-yl)ethoxy]pyridine-2-sulfonamide ClC1=CC=C(C(=N1)S(=O)(=O)NC1CC1)O[C@H](C)C=1C=C(C=C2C(C(=C(OC12)C=1C=NC=NC1)C)=O)C